(1R,2R)-1,2-diphenylethane-1,2-diol C1(=CC=CC=C1)[C@H]([C@H](O)C1=CC=CC=C1)O